4-Fluoro-2-(methoxy-d3)benzaldehyde FC1=CC(=C(C=O)C=C1)OC([2H])([2H])[2H]